(R)-1-(1-cyclobutylpiperidin-3-yl)-5-(8-methoxy-[1,2,4]triazolo[1,5-a]pyridin-6-yl)-6-methyl-1,3-dihydro-2H-benzo[d]imidazol-2-one C1(CCC1)N1C[C@@H](CCC1)N1C(NC2=C1C=C(C(=C2)C=2C=C(C=1N(C2)N=CN1)OC)C)=O